COC=1C(=NC=C(C1)S(=O)(=O)C(C)C)N 3-methoxy-5-(propane-2-sulfonyl)pyridin-2-amine